C(#N)C1=NC(=C(N=C1C#N)N(C)C)N(C)C 2,3-dicyano-5,6-bis(dimethylamino)pyrazine